(S or R)-6-(3-Chloro-6-(difluoromethyl)-2-fluorophenyl)-N-(1-((2-(2-(2-hydroxyethyl)pyrrolidin-1-yl)pyrimidin-5-yl)methyl)-1H-pyrazol-4-yl)pyrazine-2-carboxamide ClC=1C(=C(C(=CC1)C(F)F)C1=CN=CC(=N1)C(=O)NC=1C=NN(C1)CC=1C=NC(=NC1)N1[C@@H](CCC1)CCO)F |o1:32|